[K].C1(=CC=CC=C1)NC(NC1=CC=CC=C1)=O diphenyl-urea potassium